O1C2=C(N(CC1)C=1C=C(C=CC1)C=1N=C(SC1)NC(=O)[C@H]1N(CC1)C(=O)C=1C=CC3=C(S(CCCC3)=O)C1)N=CC=C2 (2S)-N-(4-(3-(2,3-dihydro-4H-pyrido[3,2-b][1,4]oxazin-4-yl)phenyl)thiazol-2-yl)-1-(1-oxido-2,3,4,5-tetrahydrobenzo[b]thiepine-8-carbonyl)azetidine-2-carboxamide